C(C)OC1=NC=C(C=N1)B(O)O 2-ETHOXYPYRIMIDINE-5-BORONIC ACID